F[B-](F)(F)F.F[B-](F)(F)F.F[B-](F)(F)F.C(CCCCC)[N+]1=CC=CC=C1.C(CCCCC)[N+]1=CC=CC=C1 bis(1-hexylpyridin-1-ium) tris(tetrafluoroborate)